N-(cyclohexylmethyl)-1-[2-[[4-(7-fluoro-1H-indazol-4-yl)triazol-1-yl]methyl]imidazo[1,2-a]pyridin-6-yl]methanamine C1(CCCCC1)CNCC=1C=CC=2N(C1)C=C(N2)CN2N=NC(=C2)C2=C1C=NNC1=C(C=C2)F